O=C(C(=O)OCCOCCOC(C(C1=CC=CC=C1)=O)=O)C1=CC=CC=C1 2-[2-oxo-2-phenyl-acetoxy-ethoxy]ethyl 2-oxo-2-phenylacetate